2-(3-(2-((1,5-dimethyl-1H-pyrazol-3-yl)amino)-5-methylpyrimidin-4-yl)-1H-indol-7-yl)-4-(pyridin-4-yl)isoindolin-1-one CN1N=C(C=C1C)NC1=NC=C(C(=N1)C1=CNC2=C(C=CC=C12)N1C(C2=CC=CC(=C2C1)C1=CC=NC=C1)=O)C